COC1=CC=C2C(=CC=NC2=C1)NCC1=CC=C(C=C1)S(=O)(NC)=N 4-(((7-methoxyquinolin-4-yl)amino)methyl)-N-methylbenzenesulfonimidamide